acryl-trimethoxysilane ethyl-α-bromoisobutyrate C(C)OC(C(C)(C)Br)=O.C(=O)(C=C)[Si](OC)(OC)OC